FC=1C=C(C=CC1)N1C[C@@H](CCC1)NC1=NC=NC(=C1)N1CCNCC1 (R)-N-(1-(3-fluorophenyl)piperidin-3-yl)-6-(piperazin-1-yl)pyrimidin-4-amine